[Si](C)(C)(C(C)(C)C)OCC12C=C(CC(C=C1)(O2)CO[Si](C)(C)C(C)(C)C)C2=CC=C(C(=N2)Cl)N 6-[1,5-bis[[tert-butyl(dimethyl)silyl]oxymethyl]-8-oxabicyclo[3.2.1]octa-2,6-dien-3-yl]-2-chloro-pyridin-3-amine